CC1(CC(=CCC1)CCCC(C)C)C=O 1-Methyl-3-(4-methylpentyl)-3-cyclohexenecarboxaldehyde